N1-(4-amino-1,3-dihydrofuro[3,4-c]pyridin-7-yl)-N2-(benzo[d]thiazol-5-ylmethyl)-N2-cyclopropyloxalamide NC1=NC=C(C2=C1COC2)NC(C(=O)N(C2CC2)CC=2C=CC1=C(N=CS1)C2)=O